N-(4-methylpentyl)ethane-1,2-diamine CC(CCCNCCN)C